COC(=O)C1=C(NC(=C1CC)C=O)C 4-ethyl-5-formyl-2-methyl-1H-pyrrole-3-carboxylic acid methyl ester